3-ethyl-4-(7-fluoro-3-(4-(1-(3-hydroxypropyl)-1,2,3,6-tetrahydropyridin-4-yl)-1H-imidazol-2-yl)-1H-indazol-6-yl)phenol C(C)C=1C=C(C=CC1C1=CC=C2C(=NNC2=C1F)C=1NC=C(N1)C=1CCN(CC1)CCCO)O